ethyl-d5 chloroformate ClC(=O)OC(C([2H])([2H])[2H])([2H])[2H]